O=C1NC(CCC1N1C(C2=CC=C(C=C2C1=O)C1(CCN(CC1)CC=1C=NC=CC1)O)=O)=O 2-(2,6-dioxopiperidin-3-yl)-5-(4-hydroxy-1-(pyridin-3-ylmethyl)piperidin-4-yl)isoindoline-1,3-dione